C1(CC1)CC=1N(C=C(C1CC1=CC(=C(C=C1)S(N)(=O)=O)F)C1=CC(=CC=C1)C#CC=1SC(=CC1)C)C=1SC=C(N1)C(=O)O 2-(2-(cyclopropylmethyl)-3-(3-fluoro-4-sulfamoylbenzyl)-4-(3-((5-methylthiophen-2-yl)ethynyl)phenyl)-1H-pyrrol-1-yl)thiazole-4-carboxylic acid